CC1=C(OC2=C1C=C(C=C2)S(N(CCC2=CC=CC=C2)CC2=C(C=CC=C2)N2CCN(CC2)CC2=CC=CC=C2)(=O)=O)C(=O)O 3-methyl-5-(N-(2-(4-benzylpiperazin-1-yl)benzyl)-N-phenethylsulfamoyl)benzofuran-2-carboxylic acid